C(#N)[BH3-].[Na].C(CCCCCCCCCCCCCCCC)C=1[N+](CCN1)(CCO)CCO heptadecyl-bis-hydroxyethyl-imidazolinium Sodium cyanoborohydride